(E)-4-Azidobut-2-en-1-yl-2-diazo-2-(3,4-dichlorophenyl)acetate N(=[N+]=[N-])C/C=C/COC(C(C1=CC(=C(C=C1)Cl)Cl)=[N+]=[N-])=O